((((tert-butyldimethylsilyl) oxy) methyl))-ethyl 2-methylpentanoate CC(C(=O)OCCCO[Si](C)(C)C(C)(C)C)CCC